C=1(C(=CC=CC1)C)C o-Xylen